2-(5-(dimethylamino)naphthalen-1-yl)acetic acid, Lithium salt [Li+].CN(C1=C2C=CC=C(C2=CC=C1)CC(=O)[O-])C